ClC1=C(C=C(C=C1)N1CC(C2=NC(=CC=C21)C(=O)N2C(CN(CC2)C=2SC=C(N2)C(=O)N)(C)C)(C)C)F 2-(4-(1-(4-chloro-3-fluorophenyl)-3,3-dimethyl-2,3-dihydro-1H-pyrrolo[3,2-b]pyridine-5-carbonyl)-3,3-dimethylpiperazin-1-yl)thiazole-4-carboxamide